4-(perfluoroethyl)piperazine FC(C(F)(F)F)(N1CCNCC1)F